ClC=1C(=CC2=CN(N=C2C1)C)\N=C\1/NC(N(C(N1CC1=C(C=C(C(=C1)F)F)F)=O)CC=1N=C2N(N1)CCC2)=O (E)-6-((6-chloro-2-methyl-2H-indazol-5-yl)imino)-3-((6,7-dihydro-5H-pyrrolo[1,2-b][1,2,4]triazol-2-yl)methyl)-1-(2,4,5-trifluorobenzyl)-1,3,5-triazine-2,4-dione